6-[4-(difluoromethyl)phenyl]N-[(1S,2S)-2-hydroxycyclopentyl]-3-oxo-2-(pyridin-3-yl)-2,3-dihydropyridazine-4-carboxamide FC(C1=CC=C(C=C1)C=1C=C(C(N(N1)C=1C=NC=CC1)=O)C(=O)N[C@@H]1[C@H](CCC1)O)F